ClC=1C=CC(=C(C1)CC(=O)NC=1C=C(SC1)C(=O)OC)OC methyl 4-[[2-(5-chloro-2-methoxy-phenyl)acetyl]amino]thiophene-2-carboxylate